[4-[2-[4-benzyloxy-5-[4-[(4-methoxyphenyl)methyl]-1,2,4-triazol-3-yl]-3-methyl-pyrazol-1-yl]ethyl]phenyl]methanol C(C1=CC=CC=C1)OC=1C(=NN(C1C1=NN=CN1CC1=CC=C(C=C1)OC)CCC1=CC=C(C=C1)CO)C